8-(trifluoromethyl)-5H-benzopyrano[4,3-c]quinolin-2-ol FC(C1=CC2=C(C=C1)C=1C=NC=3C=C(C=CC3C1CO2)O)(F)F